C1=CC=CC=2C3=CC=CC=C3C(C12)COC(=O)NC(C(=O)OC(C)(C)C)CC1=CC(=NC=C1)N(C)C tert-Butyl 2-((((9H-fluoren-9-yl)methoxy) carbonyl)amino)-3-(2-(dimethylamino) pyridin-4-yl)propanoate